(4-(4-fluoro-3-((1-methyl-1H-indazol-6-yl)methoxy)phenyl)piperidin-1-yl) methyl-1-(oxetan-2-ylmethyl)-1H-benzo[d]imidazole-6-carboxylate CC1=NC2=C(N1CC1OCC1)C=C(C=C2)C(=O)ON2CCC(CC2)C2=CC(=C(C=C2)F)OCC2=CC=C1C=NN(C1=C2)C